2-[(3R)-3-aminopyrrolidin-1-yl]-N-[(1H-benzimidazol-2-yl)methyl]-8-bromopyrazolo[1,5-a][1,3,5]triazin-4-amine N[C@H]1CN(CC1)C1=NC=2N(C(=N1)NCC1=NC3=C(N1)C=CC=C3)N=CC2Br